C(C1=CC=CC=C1)ON1[C@@H]2CC[C@H](N(C1=O)C2)C(=N)NS(=O)(=O)C2=NC=CC=C2 (2S,5R)-6-(benzyloxy)-7-oxo-N-(pyridin-2-ylsulfonyl)-1,6-diazabicyclo[3.2.1]octan-2-carboxamidine